ClC=1C=C(CNCCC(=O)NCCCNC2=C3C=NNC3=CC(=C2)C#N)C=CC1OC(F)(F)F 3-((3-chloro-4-(trifluoromethoxy)benzyl)amino)-N-(3-((6-cyano-1H-indazol-4-yl)amino)propyl)propanamide